C(C)(C)(C)OC(=O)C1=CC=NC2=CC=C(C=C12)N1[C@@H](COCC1)C (R)-6-(3-methylmorpholino)quinoline-4-carboxylic acid tert-butyl ester